C(S1C2=C(C3=C1C=CC=C3)C=CC=C2)([2H])([2H])[2H] 5-(methyl-d3)-5H-dibenzo[b,d]thiophene